3-(6-ethyl-5-(1H-pyrazol-4-yl)pyridin-2-yl)-8-(2-hydroxy-2-methylpropanoyl)-1-(3-methoxybenzyl)-1,3,8-triazaspiro[4.5]decan-2-one C(C)C1=C(C=CC(=N1)N1C(N(C2(C1)CCN(CC2)C(C(C)(C)O)=O)CC2=CC(=CC=C2)OC)=O)C=2C=NNC2